FC1=C(C=C(C=C1)OC)C1(NC=CC=2C(=C(C=CC12)C)N)N 1-(2-fluoro-5-methoxyphenyl)-6-methylisoquinoline-1,5-diamine